1,3,5-tri-formyl-benzene C(=O)C1=CC(=CC(=C1)C=O)C=O